3-(2-((4-(4-((5-chloro-4-((2-(isopropylsulfonyl)phenyl)amino)pyrimidin-2-yl)amino)-5-isopropoxy-2-methylphenyl)piperidin-1-yl)methyl)phenyl)piperidine-2,6-dione ClC=1C(=NC(=NC1)NC1=CC(=C(C=C1OC(C)C)C1CCN(CC1)CC1=C(C=CC=C1)C1C(NC(CC1)=O)=O)C)NC1=C(C=CC=C1)S(=O)(=O)C(C)C